FC=1C=C2C(=CNC2=CC1F)NC(=O)C=1N=NN(C1)C1=CC=C(C=C1)C(F)(F)F N-(5,6-difluoro-1H-indol-3-yl)-1-[4-(trifluoromethyl)phenyl]-1,2,3-triazole-4-carboxamide